CN1[C@H]2[C@@H](CCC1)CN(C2)C=2N=NC(=CN2)C2=C(C=C(C=C2)C=2C=NNC2)O 2-{3-[(4as,7as)-1-methyl-octahydro-6H-pyrrolo[3,4-b]pyridin-6-yl]-1,2,4-triazin-6-yl}-5-(1H-pyrazol-4-yl)phenol